ethyl 2-(((1R,4r)-4-(2-(((R)-2-(3-fluorophenyl)-2-hydroxyethyl)amino)propan-2-yl)cyclohexyl)oxy)acetate FC=1C=C(C=CC1)[C@H](CNC(C)(C)C1CCC(CC1)OCC(=O)OCC)O